Cl.Cl.FC1=C(C(=O)NC)C=CC(=C1)C=1C=NC=2N(N1)C(=CN2)CC=2C=C1C=CC=NC1=CC2 2-Fluoro-N-methyl-4-[7-(quinolin-6-ylmethyl)imidazolo[1,2-b][1,2,4]triazin-2-yl]benzamide dihydrochloric acid salt